2-{2-[5-fluoro-2-(trifluoromethoxy)phenyl][1,2,4]triazolo[1,5-c]quinazolin-5-yl}-N-propyl-D-alaninamide FC=1C=CC(=C(C1)C1=NN2C(=NC=3C=CC=CC3C2=N1)[C@@](N)(C)C(=O)NCCC)OC(F)(F)F